Cl.FC(OC1CNC1)(F)F 3-(trifluoromethoxy)azetidine hydrochloride